BrC1=NC=C(C(=C1)C(F)F)Br 2,5-dibromo-4-(difluoromethyl)pyridine